FC=1C(=C2C=CNC2=CC1)C1CCC(CC1)N(C(OC(C)(C)C)=O)C tert-butyl N-[4-(5-fluoro-1H-indol-4-yl) cyclohexyl]-N-methylcarbamate